C(C1=C(C(=CC(=C1)CC)C(C)(C)C)O)C1=C(C(=CC(=C1)CC)C(C)(C)C)O 2,2'-Methylenebis(6-tert-butyl-4-ethylphenol)